C(C1=CC=CC=C1)OCCNC(=O)N1C=NC2=C1C=CC=C2 N-(2-(Benzyloxy)ethyl)-1H-benzo[d]imidazole-1-carboxamide